cyanobenzeneformamide ethyl-6-chloro-1-methyl-2-oxo-4-(trifluoromethylsulfonyloxy)quinoline-3-carboxylate C(C)OC(=O)C=1C(N(C2=CC=C(C=C2C1OS(=O)(=O)C(F)(F)F)Cl)C)=O.C(#N)C1=C(C=CC=C1)C(=O)N